1-methyl-6-oxo-1,4,5,6-tetrahydropyridazin-3-carboxylic acid CN1N=C(CCC1=O)C(=O)O